OC=1C=C(C=C2C=CC=NC12)C1=CC=C(C(=O)NCC2CN(CC2)C)C=C1 4-(8-hydroxyquinolin-6-yl)-N-((1-methylpyrrolidin-3-yl)methyl)benzamide